4-methoxy-N-phenyl-6-[1-(2-trimethylsilylethoxymethyl)pyrazol-4-yl]thieno[3,2-c]pyridin-7-amine COC1=NC(=C(C2=C1C=CS2)NC2=CC=CC=C2)C=2C=NN(C2)COCC[Si](C)(C)C